5-methyl-[1,2,5]thiadiazol CN1C=CNS1